1-[[3-amino-4-(7-fluoro-1H-indazol-4-yl)-2-oxo-1H-1,7-phenanthroline-6-yl]oxymethyl]cyclopropane-1-carbonitrile NC=1C(NC2=C3C=CC=NC3=C(C=C2C1C1=C2C=NNC2=C(C=C1)F)OCC1(CC1)C#N)=O